9-[4-(10-phenyl-9-anthryl)phenyl]-9H-carbazole C1(=CC=CC=C1)C1=C2C=CC=CC2=C(C2=CC=CC=C12)C1=CC=C(C=C1)N1C2=CC=CC=C2C=2C=CC=CC12